ethyl 2-chloropyrimidine-5-carboxylate ClC1=NC=C(C=N1)C(=O)OCC